methacryloxypropyl-(trimethylsiloxy)dimethylsilane C(C(=C)C)(=O)OCCC[Si](C)(C)O[Si](C)(C)C